C(C)OC1=C(C=CC=C1)C1=CN(C(=C1)O)C1=NC(=C(N=C1C)C)C 3-(2-ethoxyphenyl)-1-(3,5,6-trimethylpyrazin-2-yl)-1H-pyrrol-5-ol